C1(CC1)OC1=C(C(=CC=C1)F)N1N=C2C(=CC1=O)NN=C2C2=CC=C(C=C2)N2CCN(CC2)C 5-(2-cyclopropoxy-6-fluorophenyl)-3-(4-(4-methylpiperazin-1-yl)phenyl)-1H-pyrazolo[4,3-c]pyridazin-6(5H)-one